C1=NC=CC2=CC=CC(=C12)C1CCN(CC1)C(=O)OC(C)(C)C tert-butyl 4-(isoquinolin-8-yl)piperidine-1-carboxylate